C1(CC1)C1=C(C(=C2C(=N1)CCC2)NC(=O)N=[S@@](=O)(N)C=2SC=C(C2)C(C)(C)O)C(C)C (S)-N'-((2-cyclopropyl-3-isopropyl-6,7-dihydro-5H-cyclopenta[b]pyridin-4-yl)carbamoyl)-4-(2-hydroxypropan-2-yl)thiophene-2-sulfonimidamide